C(C)(C)NC(C=C)=O.C(C=C)(=O)O acrylic acid-N-isopropyl-acrylamide